1-[4-(4-{[(2R,4S)-2-(2,4-dichlorophenyl)-2-(1H-imidazol-1-ylmethyl)-1,3-dioxolan-4-yl]methoxy}phenyl)piperazin-1-yl]ethan-1-one ClC1=C(C=CC(=C1)Cl)[C@]1(OC[C@@H](O1)COC1=CC=C(C=C1)N1CCN(CC1)C(C)=O)CN1C=NC=C1